Cl.ClC=1C=C(C(=O)O)C=C(N1)N(C)C 2-Chloro-6-(dimethylamino)isonicotinic acid, hydrochloride salt